methyl 3-(methoxymethoxy)-2-methylbenzoate COCOC=1C(=C(C(=O)OC)C=CC1)C